C(CCCCCCCCCCCCCCCCC)OC1=C(C=C(C=C1)N)N 1-octadecoxy-2,4-diaminobenzene